[N+](=O)([O-])C1=C(N)C=CC(=C1)OC(F)(F)F 2-nitro-4-trifluoromethoxyaniline